FC(OCC=1[C@@H]([C@@H]([C@H]([C@@H](C1)NCC1=CC=C(C=C1)C(C)C)O)O)O)F (1S,2S,3S,6R)-4-((difluoromethoxy)methyl)-6-((4-isopropylbenzyl)amino)cyclohex-4-ene-1,2,3-triol